dodecane-6,7-diol CCCCCC(C(CCCCC)O)O